C(C1=CC=CC=C1)OC1=CC=C(C=C1)C=1C=C2C=C(C(OC2=C(C1)[N+](=O)[O-])=O)C#N 6-(4-(benzyloxy)phenyl)-8-nitro-2-oxo-2H-chromen-3-carbonitrile